[Si](C)(C)(C(C)(C)C)OCC1=C(C(=CC(=C1)NC1=NC=C(C(=N1)N[C@H]1[C@@H](CCCC1)C#N)C)C#N)B(O)O (2-(((tert-butyldimethylsilyl)oxy)methyl)-6-cyano-4-((4-(((trans)-2-cyanocyclohexyl)amino)-5-methylpyrimidin-2-yl)amino)phenyl)boronic acid